FC(S(=O)(=O)C1=CC=C(C=C1)C[C@H]1CC2(CN(C2)C(=O)N2CC3(C2)NC(CC3)=O)CC1)(F)F 2-[(6S)-6-[[4-(trifluoromethylsulfonyl)phenyl]methyl]-2-azaspiro[3.4]octane-2-carbonyl]-2,5-diazaspiro[3.4]octan-6-one